FC=1C(=CC(=NC1)OC)[C@H](C(=O)N1CC2(CC2)[C@@H](C1)NC1=NC(=C(C=C1)C=1C=NN(C1)C)C)C (2R)-2-(5-fluoro-2-methoxypyridin-4-yl)-1-((7S)-7-((6-methyl-5-(1-methyl-1H-pyrazol-4-yl)pyridin-2-yl)amino)-5-azaspiro[2.4]heptan-5-yl)propan-1-one